5-(tert-butyl)picolinamide C(C)(C)(C)C=1C=CC(=NC1)C(=O)N